(±)-rel-(1R,2R,5S)-2-(((tert-butyldimethylsilyl)oxy)methyl)-3-(2,5,7-trichloro-8-fluoropyrido[4,3-d]pyrimidin-4-yl)-3,8-diazabicyclo[3.2.1]octane-8-carboxylic acid tert-butyl ester C(C)(C)(C)OC(=O)N1[C@H]2[C@@H](N(C[C@@H]1CC2)C=2C1=C(N=C(N2)Cl)C(=C(N=C1Cl)Cl)F)CO[Si](C)(C)C(C)(C)C |r|